4-((2-((3,3-dimethylazetidin-1-yl)methyl)-6-fluorobenzyl)amino)-2,6-difluoro-N-(thiazol-4-yl)benzenesulfonamide CC1(CN(C1)CC1=C(CNC2=CC(=C(C(=C2)F)S(=O)(=O)NC=2N=CSC2)F)C(=CC=C1)F)C